methoxymethyl-(R)-2-((((9H-fluoren-9-yl)methoxy)carbonyl)amino)-3-(3-iodo-4-(methoxy-methoxy)phenyl)propanoate COCOC([C@@H](CC1=CC(=C(C=C1)OCOC)I)NC(=O)OCC1C2=CC=CC=C2C=2C=CC=CC12)=O